C(C)[C@@H]1C[C@H](N(C1)C(=O)OC(C)(C)C)C=O (2S,4R)-tert-butyl 4-ethyl-2-formylpyrrolidine-1-carboxylate